OC(CN1C(=NC=C1)[N+](=O)[O-])COC 1-(2-hydroxy-3-methoxypropyl)-2-nitroimidazole